FC=1C(=NC(=CC1)NC1=NNC(=C1)C)CC1(CC(N(CC1)CC=1C=CC=C2C=NN(C12)C)C)C(=O)O 4-((3-fluoro-6-((5-methyl-1H-pyrazol-3-yl)amino)pyridin-2-yl)methyl)-2-methyl-1-((1-methyl-1H-indazol-7-yl)methyl)piperidine-4-carboxylic acid